(1R,5S,6r)-6-(4-{[(benzyloxy)carbonyl]amino}-5-methyl-1,2-oxazol-3-yl)-3-azabicyclo[3.1.0]hexane-3-carboxylic acid tert-butyl ester C(C)(C)(C)OC(=O)N1C[C@H]2C([C@H]2C1)C1=NOC(=C1NC(=O)OCC1=CC=CC=C1)C